NN[C@@H](CC1=CC=CC=C1)C(=O)O amino-3-phenylalanine